BrC=1C=C2CCC(NC2=CC1)=O 6-Bromo-3,4-dihydro-2(1H)-quinolinone